C(C)(C)(C)OC(=O)C1CC2(C1)NC(OC2C)=O cis-8-methyl-6-oxo-7-oxa-5-azaspiro[3.4]Octane-2-carboxylic acid tert-butyl ester